ClC1=CC(N(C=C1)C(C)C=1SC(=NN1)C=1C=NC=C(C1)OC)=O 4-chloro-1-(1-(5-(5-methoxypyridin-3-yl)-1,3,4-thiadiazol-2-yl)ethyl)pyridin-2(1H)-one